C(C)(=O)OC(CCCCCC)=O heptanoyl acetate